8-methyl-3,8-diazabicyclo[3.2.1]octan-3-ylaniline CN1C2CN(CC1CC2)NC2=CC=CC=C2